C(C)(C)(C)OC(=O)N1C[C@@H](OCC1)C(F)F (R)-2-(difluoromethyl)morpholine-4-carboxylic acid tert-butyl ester